Titanium diethylene glycol C(COCCO)O.[Ti]